CN1CCN(CC1)C1=CC=C(C=C1)NC1=NC2=C(C=CC=C2C=N1)C1=NC=CC(=C1)CC#C[NH-] N-(2-(2-((4-(4-methylpiperazin-1-yl)phenyl)amino)quinazolin-8-yl)pyridin-4-yl)propynylamide